C=1N=CN2C1C1=CC=CC=C1[C@@H]2[C@H]2[C@@H](C(OC2(C)C)(C)C)O (3S,4S)-4-((S)-5H-imidazo[5,1-a]isoindol-5-yl)-2,2,5,5-tetramethyltetrahydrofuran-3-ol